CN1CCC(CC1)COC=1N=CC(=NC1)NCC=1C=C2C=CN=C(C2=CC1)N 6-(((5-((1-methylpiperidin-4-yl)methoxy)pyrazin-2-yl)amino)methyl)isoquinolin-1-amine